C1(CCCCC1)B(OS(=O)(=O)C(F)(F)F)C1CCCCC1 dicyclohexyl-(trifluoromethanesulfonyloxy)borane